C1C(=NC2=C(N1)N=C(NC2=O)N)CNC3=CC=C(C=C3)[C@H]4[C@@H]([C@@H]([C@H](O4)COP(=O)([O-])[O-])O)O The molecule is an organophosphate oxoanion obtained by deprotonation of the phosphate OH groups of N-[(7,8-dihydropterin-6-yl)methyl]-4-(beta-D-ribofuranosyl)aniline 5'-phosphate. It is a conjugate base of a N-[(7,8-dihydropterin-6-yl)methyl]-4-(beta-D-ribofuranosyl)aniline 5'-phosphate.